5-(6-chloro-2-ethyl-3-pyridyl)-1,3-dimethyl-pyridin-2-one ClC1=CC=C(C(=N1)CC)C=1C=C(C(N(C1)C)=O)C